C(C1=CC=CC=C1)OC(=O)C=1C=2C=C(N=CC2C=CC1OC[C@@H](CC1=CC=CC=C1)NC(=O)OC(C)(C)C)C (R)-6-(2-((tert-butoxycarbonyl)amino)-3-phenylpropoxy)-3-methylisoquinoline-5-carboxylic acid benzyl ester